C(C)N1C(N(C=2C1=NC=C(C2)[N+](=O)[O-])C(C)C)=O 3-ethyl-1-isopropyl-6-nitro-1H-imidazo[4,5-b]pyridin-2(3H)-one